NC1=C(C(=O)NC2CCC(CC2)O)C=C(C=N1)C1=CC=C(C=C1)C12CN(CC2C1)CC(C)(F)F 2-amino-5-(4-(3-(2,2-difluoropropyl)-3-azabicyclo[3.1.0]hex-1-yl)phenyl)-N-(4-hydroxycyclohexyl)nicotinamide